3-Ethyl-5-(3-hydroxybenzyl)-4-oxo-4,5,6,7-tetrahydropyrazolo[1,5-a]pyrazine-2-carboxylic acid (5-trifluoromethyl-[1,3,4]thiadiazol-2-yl) amide FC(C1=NN=C(S1)NC(=O)C1=NN2C(C(N(CC2)CC2=CC(=CC=C2)O)=O)=C1CC)(F)F